FC1=CC=C2[C@@H]([C@H](COC2=C1)N1C[C@@H](CC1)OC)NC=1C=2C=C(N(C2C=CC1)COCC[Si](C)(C)C)C(F)(F)F N-((3R,4S)-7-fluoro-3-((R)-3-methoxypyrrolidin-1-yl)chroman-4-yl)-2-(trifluoromethyl)-1-((2-(trimethylsilyl)ethoxy)methyl)-1H-indol-4-amine